[C@H]12CCCC[C@@H]2C1C=1CCCC2=C(C1C1=CC=C(C=C1)C=C1CN(C1)CCCF)C=CC(=C2)C(=O)O 8-((1R,6S,7r)-bicyclo[4.1.0]heptan-7-yl)-9-(4-((1-(3-fluoropropyl)azetidin-3-ylidene)methyl)phenyl)-6,7-dihydro-5H-benzo[7]annulene-3-carboxylic acid